2-(1-(3-chloropicolinoyl)pyrrolidin-3-yl)-5-methoxybenzaldehyde ClC=1C(=NC=CC1)C(=O)N1CC(CC1)C1=C(C=O)C=C(C=C1)OC